FC=1C=C(C=C(C1N[C@@H](CSC1=CC=C(C=C1)F)CCN1CC(C1)F)F)S(=O)(=O)NC(=O)C1(CCCCC1)OC (R)-N-((3,5-DIFLUORO-4-((4-(3-FLUOROAZETIDIN-1-YL)-1-((4-FLUOROPHENYL)THIO)BUTAN-2-YL)AMINO)PHENYL)SULFONYL)-1-METHOXYCYCLOHEXANE-1-CARBOXAMIDE